N12CCC(CC1)C(C2)NC(=O)C2=CC(=CC=1N(C(COC12)=O)C)Cl N-(1-azabicyclo[2.2.2]oct-8-yl)-6-chloro-4-methyl-3-oxo-1,4-benzoxazine-8-carboxamide